COC1=CC2=C(SC(=C2)C)C=C1 5-methoxy-2-methylbenzo[b]thiophene